8,11-dioxadispiro[3.2.47.24]tridecan C1CCC12CCC1(OCCO1)CC2